6-((5-(isopropyl)-1-(hydroxyethyl)-imidazol-4-yl)methylene)piperazine-2,5-dione C(C)(C)C1=C(N=CN1CCO)C=C1C(NCC(N1)=O)=O